FC1(CCC2=C1N=C(N=C2C=2C=C1C(C[C@@H](C1=CC2)NS(=O)(=O)C)(F)F)N2[C@H]([C@@H](C2)O)C)F N-((S)-5-(7,7-difluoro-2-((2S,3R)-3-hydroxy-2-methylazetidin-1-yl)-6,7-dihydro-5H-cyclopenta[d]pyrimidin-4-yl)-3,3-difluoro-2,3-dihydro-1H-inden-1-yl)methanesulfonamide